C(=O)O.C(C1=CC=CC=C1)OCCCC=1N=C2N(C=C(C(=C2)OC(C)C)Br)C1 2-(3-benzyloxypropyl)-6-bromo-7-isopropoxy-imidazo[1,2-a]pyridine formate